P(=O)(OC1=CC=CC=C1)(OC1=CC=CC=C1)OC1=CC=CC=C1 triphenyl phosphat